(2-(4-chlorobenzyloxy)-naphthalen-1-yl)-1-(4-methylpiperazin-1-yl)ethanone ClC1=CC=C(COC2=C(C3=CC=CC=C3C=C2)CC(=O)N2CCN(CC2)C)C=C1